2-(1-methyl-7-oxo-3-((4-(trifluoromethyl)phenyl)amino)-1,7-dihydro-6H-pyrazolo[4,3-d]pyrimidin-6-yl)-N-((1r,4r)-4-((tetrahydro-2H-pyran-4-yl)methoxy)cyclohexyl)acetamide CN1N=C(C=2N=CN(C(C21)=O)CC(=O)NC2CCC(CC2)OCC2CCOCC2)NC2=CC=C(C=C2)C(F)(F)F